NC1=CC(=C2C(N(CCCCC[C@@](C3=NN=C(C1=N2)O3)(C(F)(F)F)O)[C@@H]3CC[C@H](CC3)CN)=O)C(F)(F)F (6R)-17-Amino-6-hydroxy-12-[trans-4-(aminomethyl)cyclohexyl]-6,15-bis(trifluoromethyl)-19-oxa-3,4,12,18-tetraazatricyclo[12.3.1.12,5]nonadeca-1(18),2,4,14,16-pentaen-13-one